ClC1=NC(=CC=C1C(=O)NS(=O)(=O)C1=CC=CC(=N1)NCCC[C@H]1CC(N(C1)C(=O)OC(C)(C)C)(C)C)N1N=C(C=C1)OCCC(C1CC1)C1CC1 tert-butyl (4S)-4-[3-[[6-[[2-chloro-6-[3-(3,3-dicyclopropylpropoxy)pyrazol-1-yl]pyridine-3-carbonyl]sulfamoyl]-2-pyridyl]amino]propyl]-2,2-dimethyl-pyrrolidine-1-carboxylate